(2S)-1-(2-(3-(2-fluoroethyl)-5-isopropyl-2,4-dioxoimidazolidin-1-yl)-5,6-dihydrobenzo[f]imidazo[1,2-d][1,4]oxazepin-9-yl)pyrrolidine-2-carboxamide FCCN1C(N(C(C1=O)C(C)C)C=1N=C2N(CCOC3=C2C=CC(=C3)N3[C@@H](CCC3)C(=O)N)C1)=O